hydroxyethylaminomethacrylamide OCCNC=C(C(=O)N)C